7-(3,5-dichlorophenyl)-N-[(4S)-3,4-dihydro-2H-1-benzopyran-4-yl]-3-(2-hydroxypropan-2-yl)thieno[3,2-c]pyridine-2-carboxamide ClC=1C=C(C=C(C1)Cl)C=1C2=C(C=NC1)C(=C(S2)C(=O)N[C@H]2CCOC1=C2C=CC=C1)C(C)(C)O